(2,6-Dichloropyridin-4-yl)methyl (1S,2S)-2-aminocyclohexane-1-carboxylate hydrochloride Cl.N[C@@H]1[C@H](CCCC1)C(=O)OCC1=CC(=NC(=C1)Cl)Cl